(R)-6-(2-(3-chlorophenyl)-2-hydroxyacetyl)-2-(1-(5-(prop-1-en-2-yl)pyridin-3-yl)cyclopropyl)-5,6,7,8-tetrahydropyrido[4,3-d]pyrimidin-4(3H)-one ClC=1C=C(C=CC1)[C@H](C(=O)N1CC2=C(N=C(NC2=O)C2(CC2)C=2C=NC=C(C2)C(=C)C)CC1)O